ClC1=C(C(=CC=C1Cl)O)[C@@H]1CC2=NN=C(N2C1)C=1C=CC(N(C1)C)=O (S)-5-(6-(2,3-dichloro-6-hydroxyphenyl)-6,7-dihydro-5H-pyrrolo[2,1-c][1,2,4]triazol-3-yl)-1-methylpyridin-2(1H)-one